Ethyl benzimidate hydrochloride salt Cl.C(C1=CC=CC=C1)(OCC)=N